(2R)-4-benzyl-8-fluoro-2-methyl-7-nitro-6-(trifluoromethyl)-2H-1,4-benzoxazin-3-one C(C1=CC=CC=C1)N1C([C@H](OC2=C1C=C(C(=C2F)[N+](=O)[O-])C(F)(F)F)C)=O